N-[(3-Fluorophenyl)-methyl]-4-methyl-2-methylsulfanyl-6-morpholin-4-yl-pyridine-3-carboxylic acid amide FC=1C=C(C=CC1)CNC(=O)C=1C(=NC(=CC1C)N1CCOCC1)SC